tert-Butyl N-[2-(4,8-difluoro-6-formyl-2-oxo-3,5,6,7-tetrahydrocyclopenta[f]benzimidazol-1-yl)ethyl]carbamate FC1=C2C(=C(C=3N(C(NC31)=O)CCNC(OC(C)(C)C)=O)F)CC(C2)C=O